CC12C(CC=CCCC=CCCC2O1)(C)C 1,2,2-trimethyl-13-oxabicyclo[10.1.0]trideca-4,8-diene